ClC=1C=C2C(=C(C=NC2=CC1)C1CCOCC1)NC1=C(C(=O)O)C=C(C=C1)F ((6-chloro-3-tetrahydropyran-4-yl-4-quinolyl)amino)-5-fluoro-benzoic acid